1H-pyrrolo[2,3-b]pyridine-5-nitrile N1C=CC=2C1=NC=C(C2)C#N